ClC=1C=C(C=CC1O)/C=C/C(=O)C1=CC=C(C=C1)OC (E)-3-(3-Chloro-4-hydroxyphenyl)-1-(4-methoxyphenyl)prop-2-en-1-one